Mono-isononyl phthalate C(C=1C(C(=O)[O-])=CC=CC1)(=O)OCCCCCCC(C)C